4-[[3-(3-Chloro-4-fluoro-2-methoxy-phenyl)-5-methyl-5-(trifluoromethyl)tetrahydrofuran-2-carbonyl]amino]pyridine-2-carboxamide ClC=1C(=C(C=CC1F)C1C(OC(C1)(C(F)(F)F)C)C(=O)NC1=CC(=NC=C1)C(=O)N)OC